COC1=CC(=CC(=C1O)OC)[C@@H]2[C@H]3CO[C@@H]([C@H]3CO2)C4=CC(=C(C=C4)O)OC The molecule is a lignan that is tetrahydro-1H,3H-furo[3,4-c]furan substituted by a 4-hydroxy-3,5-dimethoxyphenyl group at position 1 and a 4-hydroxy-3-methoxyphenyl group at position 4. It has been isolated from the stems of Sinocalamus affinis. It has a role as a plant metabolite. It is a lignan, a dimethoxybenzene, a furofuran and a polyphenol.